(S)-N-(3-chloro-4-fluorophenyl)-1-(cyclopentanesulfonamido)-7-fluoro-2,3-dihydro-1H-indene-4-carboxamide ClC=1C=C(C=CC1F)NC(=O)C=1C=2CC[C@@H](C2C(=CC1)F)NS(=O)(=O)C1CCCC1